N-Ethyl-3-(1-methylimidazol-4-yl)-4-[[4-(trifluoromethyl)phenyl]methylamino]benzamide C(C)NC(C1=CC(=C(C=C1)NCC1=CC=C(C=C1)C(F)(F)F)C=1N=CN(C1)C)=O